methyl (2R,4S,5R,6R)-6-((1R,2R)-3-azido-1,2-dihydroxypropyl)-4-hydroxy-5-(2-hydroxyacetamido)-2-((4-(prop-2-yn-1-yloxy)benzyl)oxy)tetrahydro-2H-pyran-2-carboxylate N(=[N+]=[N-])C[C@H]([C@@H](O)[C@H]1[C@@H]([C@H](C[C@@](O1)(C(=O)OC)OCC1=CC=C(C=C1)OCC#C)O)NC(CO)=O)O